2-[[3-cyano-4,6-bis(trifluoromethyl)pyridin-2-yl]amino]-N-(4-methoxyphenyl)-N-methylacetamide C(#N)C=1C(=NC(=CC1C(F)(F)F)C(F)(F)F)NCC(=O)N(C)C1=CC=C(C=C1)OC